OC1C[C@H]2[C@@H]3CCC([C@@]3(C)CC[C@@H]2[C@]2(CCC(CC12)=O)C)=O 6-hydroxyandrostane-3,17-dione